BrC=1C=CC2=C(S[C@@]3([C@]2([C@@H]([C@@H]([C@H]3C3=CC=CC=C3)C(=O)O)O)O)C3=CC=C(C=C3)Br)C1 |r| rac-(1R,2R,3S,3aR,8bS)-6-bromo-3a-(4-bromophenyl)-1,8b-dihydroxy-3-phenyl-2,3,3a,8b-tetrahydro-1H-benzo[b]cyclopenta[d]thiophene-2-carboxylic acid